dimethyl-dimethylsilylene(tetramethylcyclopentadienyl)(adamantylamino)titanium CC([Si](=[Ti](NC12CC3CC(CC(C1)C3)C2)C2(C(=C(C(=C2)C)C)C)C)C)C